N-(5-Chloro-6-(2H-1,2,3-triazol-2-yl)pyridin-3-yl)-1-(2-(difluoromethyl)thieno[2,3-c]pyridin-4-yl)-5-(trifluoromethyl)-1H-pyrazol-4-carboxamid ClC=1C=C(C=NC1N1N=CC=N1)NC(=O)C=1C=NN(C1C(F)(F)F)C1=C2C(=CN=C1)SC(=C2)C(F)F